FC1(CC(CCC1)CNC(=O)C=1C=C(N2C=CC=C(C12)Cl)C1COCC1)F 8-Chloro-3-(tetrahydro-furan-3-yl)-indolizine-1-carboxylic acid (3,3-difluoro-cyclohexyl-methyl)-amide